6-fluoro-N-({(3S,4R) or (3R,4S)-2-[5-fluoro-2-(2H-1,2,3-triazol-2-yl)benzoyl]-4-methyl-2-azabicyclo[3.1.1]heptan-3-yl}methyl)-1,3-benzothiazol-2-amine FC1=CC2=C(N=C(S2)NC[C@H]2N(C3CC([C@H]2C)C3)C(C3=C(C=CC(=C3)F)N3N=CC=N3)=O)C=C1 |o1:10,15|